3'-azido-2'-deoxyguanosine N(=[N+]=[N-])[C@@]1(C[C@@H](O[C@@H]1CO)N1C=NC=2C(=O)NC(N)=NC12)O